NC1=NC=CC(=C1)C=1C=C(C=CC1)C=1N=C(SC1)NC(=O)[C@H]1N(CC1)C(=O)C1=CN(C(=C1)C)S(=O)(=O)C (S)-N-(4-(3-(2-aminopyridin-4-yl)phenyl)thiazol-2-yl)-1-(5-methyl-1-(methylsulfonyl)-1H-pyrrole-3-carbonyl)azetidine-2-carboxamide